CC1=C(C(=O)O)C=CC(=C1)C(=O)O.C1=CC=CC=2C3=CC=CC=C3NC12.C1=CC=CC=2C3=CC=CC=C3NC12 dicarbazole methyl-terephthalate